C(C)[Zn-6](CC)(CC)(CC)(CC)(CC)(CC)CC octaethylzinc (II)